ClC=1C=C(OCCC2CC3(C2)CCN(CC3)C(C(C)(C3=CC=CC=C3)C)=O)C=CC1C(=O)N1CCCC1 1-(2-(2-(3-chloro-4-(pyrrolidine-1-carbonyl)phenoxy)ethyl)-7-azaspiro[3.5]nonan-7-yl)-2-methyl-2-phenylpropan-1-one